tert-butyl-[3-[4-[2,3-difluoro-4-(4,4,5,5-tetramethyl-1,3,2-dioxaborolan-2-yl)phenyl]-3-methyl-pyrazol-1-yl]propoxy]-dimethyl-silane C(C)(C)(C)[Si](C)(C)OCCCN1N=C(C(=C1)C1=C(C(=C(C=C1)B1OC(C(O1)(C)C)(C)C)F)F)C